[C@@H]1([C@@H](O)[C@H](O)[C@H](O1)CO)NC1=NC(NC=C1)=O l-β-D-arabinofuranosyl-cytosine